1-(3-chloro-4-methoxyphenyl)-3-((5-(2,6-dioxopiperidin-3-yl)-4-oxo-5,6-dihydro-4H-thieno[3,4-c]pyrrol-1-yl)methyl)urea ClC=1C=C(C=CC1OC)NC(=O)NCC=1SC=C2C1CN(C2=O)C2C(NC(CC2)=O)=O